FC=1C=C(C=C(C1)F)C1=CC=CC2=C1NC(=NS2(=O)=O)NCC(C)OC 5-(3,5-difluorophenyl)-3-((2-methoxypropyl)amino)-4H-benzo[e][1,2,4]thiadiazine 1,1-dioxide